N-[4-(4-chloro-1H-pyrazol-1-yl)-3-sulfamoylphenyl]-2-[2-(difluoromethoxy)phenyl]acetamide ClC=1C=NN(C1)C1=C(C=C(C=C1)NC(CC1=C(C=CC=C1)OC(F)F)=O)S(N)(=O)=O